C(CCCCCCC\C=C/C=CC=CCCCC)(=O)O cis-eleostearic acid